N,N-dihydroxyethyl-acrylamide tert-Butyl-N-[(2Z)-4-hydroxy-2,3-dimethylbut-2-en-1-yl]carbamate C(C)(C)(C)OC(NC\C(=C(/CO)\C)\C)=O.ON(C(C(=C)CC)=O)O